2-benzyl-4-methylsulfanyl-5-p-tolyl-1,2-dihydro-3H-benzo[c]azepin-3-one C(C1=CC=CC=C1)N1CC2=C(C(=C(C1=O)SC)C1=CC=C(C=C1)C)C=CC=C2